ClC1=NC(=CC(=C1)NC(=O)C1=CC2=C(S1)C=CC(=C2)C(C)(C)S(=O)(=O)C)OC2=NC=C(C=C2)Cl N-(2-Chloro-6-((5-chloropyridin-2-yl)oxy)pyridin-4-yl)-5-(2-(methylsulfonyl)propan-2-yl)benzo[b]thiophen-2-carboxamid